1,3,5-tri(t-butylperoxy)isopropylbenzene C(C)(C)(C)OOC(C)(C)C1=CC(=CC(=C1)OOC(C)(C)C)OOC(C)(C)C